(R)-1-(but-2-yn-1-yl)-6-(3-hydroxypyrrolidin-1-yl)-3-((2-oxo-1,2-dihydroquinolin-4-yl)methyl)pyrimidine-2,4(1H,3H)-dione C(C#CC)N1C(N(C(C=C1N1C[C@@H](CC1)O)=O)CC1=CC(NC2=CC=CC=C12)=O)=O